4-(2-(4-hydroxybut-2-yl)-6-(2-(trifluoromethyl)phenyl)-2H-indazol-3-yl)-3,6-dihydropyridine-1(2H)-carboxylic acid tert-butyl ester C(C)(C)(C)OC(=O)N1CCC(=CC1)C=1N(N=C2C=C(C=CC12)C1=C(C=CC=C1)C(F)(F)F)C(C)CCO